CC1=C(OC2=C(C=C(C=C2C1=O)C)[C@@H](C)NC1=C(C(=O)N(CC)CC)C=CC=C1)C1=CC=CC=C1 2-[[(1R)-1-(3,6-Dimethyl-4-oxo-2-phenyl-chromen-8-yl)ethyl]amino]-N,N-diethyl-benzamide